BrC=1C=C(C=2C=NNC2C1)C(=O)NCC=1N=C2N(C=C(C=C2)CNCC2CCCCC2)C1 6-bromo-N-[(6-{[(cyclohexylmethyl)amino]methyl}imidazo[1,2-a]pyridin-2-yl)methyl]-1H-indazole-4-carboxamide